4-(1-(2-chlorophenyl)-5-(3,5-dimethylisoxazol-4-yl)-1H-pyrrolo[2,3-b]pyridin-3-yl)-3-(trifluoromethoxy)benzoic acid ClC1=C(C=CC=C1)N1C=C(C=2C1=NC=C(C2)C=2C(=NOC2C)C)C2=C(C=C(C(=O)O)C=C2)OC(F)(F)F